C1(=CC=CC=2C3=CC=CC=C3CC12)C(=O)[O-] fluorenate